tert-Butyl 4-(5-vinylbenzo[d]isoxazol-3-yl)piperazine-1-carboxylate C(=C)C=1C=CC2=C(C(=NO2)N2CCN(CC2)C(=O)OC(C)(C)C)C1